6-(2,6-difluoro-4-(2-methyl-2H-indazol-4-yl)benzyl)-N-((1S,2S)-2-hydroxycyclobutyl)-5-oxo-5,6-dihydropyrido[3,4-b]pyrazine-8-carboxamide FC1=C(CN2C(C3=NC=CN=C3C(=C2)C(=O)N[C@@H]2[C@H](CC2)O)=O)C(=CC(=C1)C=1C2=CN(N=C2C=CC1)C)F